C1(=CC=CC=C1)C1N(CCC1)C(=O)C1=C(C=C(C=C1)NC(=O)C1CC1)N1CCCC1 N-[4-(2-phenylpyrrolidine-1-carbonyl)-3-pyrrolidin-1-ylphenyl]cyclopropanecarboxamide